6-(3-aminoazetidin-1-yl)-N-(5-chloro-2,4-difluorophenyl)pyrido[3,2-d]pyrimidin-4-amine NC1CN(C1)C=1C=CC=2N=CN=C(C2N1)NC1=C(C=C(C(=C1)Cl)F)F